Cl.COC([C@@H](CC1=CC=C(C=C1)C#N)N)=O (R)-2-amino-3-(4-cyanophenyl)propionic acid methyl ester hydrochloride